3-oxo-2,3-dihydro-1H-cyclopenta[b]naphthalene O=C1CCC2=CC3=CC=CC=C3C=C21